(S)-N-(2-(4,4-Difluoropiperidin-1-yl)pyrimidin-4-yl)-4-((2-hydroxy-1-methylethyl)sulfonamido)-2-(6-azaspiro[2.5]octan-6-yl)benzamide FC1(CCN(CC1)C1=NC=CC(=N1)NC(C1=C(C=C(C=C1)NS(=O)(=O)[C@H](CO)C)N1CCC2(CC2)CC1)=O)F